trans-11-tetradecenal C(CCCCCCCCC\C=C\CC)=O